C(=C)C=1C=C(C(=C(C1)O)C(C)C)O 5-Ethenyl-2-propan-2-ylbenzene-1,3-diol